4-(methoxycarbonyl)-1,5-naphthyridine 1-oxide COC(=O)C1=CC=[N+](C2=CC=CN=C12)[O-]